5-(trimethylsilyl)picolinamide C[Si](C=1C=CC(=NC1)C(=O)N)(C)C